FC1=CC2=C(N(C(=N2)C2=CC=C(C=C2)S(=O)(=O)C)C)C=C1C1CCN(CC1)C1CCN(CC1)C(C)C 5-Fluoro-6-(1'-isopropyl-[1,4'-bipiperidin]-4-yl)-1-methyl-2-(4-(methylsulfonyl)phenyl)-1H-benzo[d]imidazol